NC1=CC(=C(C(=C1NC(CC1=CC=C(C=C1)S(=O)(=O)CC1CC1)=O)Cl)N1CCC(CC1)(F)F)Cl N-(6-amino-2,4-dichloro-3-(4,4-difluoropiperidin-1-yl)phenyl)-2-(4-(cyclopropylmethylsulfonyl)phenyl)acetamide